2-(pyridin-2-yl)cyclobutane-1-carboxamide N1=C(C=CC=C1)C1C(CC1)C(=O)N